Tert-butyl (E)-(2-((3-(tert-butylcarbamoyl)-1H-pyrazol-1-yl)methyl)-3-fluoroallyl)carbamate C(C)(C)(C)NC(=O)C1=NN(C=C1)C\C(\CNC(OC(C)(C)C)=O)=C\F